(5-(4,6-Dimethylpyridin-3-yl)-1-propionyl-4,5-dihydro-1H-pyrazol-3-yl)-4-methylthiophene CC1=C(C=NC(=C1)C)C1CC(=NN1C(CC)=O)C=1SC=C(C1)C